5-{3-(9H-carbazol-9-yl)phenyl}-8-(4'-phenyl-1,1'-biphenyl-3-yl)-5H,8H-indolo[2,3-c]carbazole C1=CC=CC=2C3=CC=CC=C3N(C12)C=1C=C(C=CC1)N1C2=CC=CC=C2C2=C1C=CC=1N(C=3C=CC=CC3C21)C=2C=C(C=CC2)C2=CC=C(C=C2)C2=CC=CC=C2